CC=1C=C(C=C([C@H]([C@H]([C@@H]([C@H](C(O)=CC2=CC(=C(C=C2)C)C)O)O)O)O)O)C=CC1C bis(3,4-dimethylbenzylidene)sorbitol